CC1=C(C(=O)OOC(C2=C(C(=CC=C2)C)C)=O)C=CC=C1C 2,3-dimethylbenzoyl peroxide